4-(4-(benzyloxy)-2-methyl-3-(methylamino)-4-oxobutan-2-yl)benzoic acid trifluoroacetate salt FC(C(=O)O)(F)F.C(C1=CC=CC=C1)OC(C(C(C)(C)C1=CC=C(C(=O)O)C=C1)NC)=O